NCC1=CN=C(S1)N(C(OC(C)(C)C)=O)C1CCC(CC1)(F)F tert-butyl (5-(aminomethyl)thiazol-2-yl)(4,4-difluorocyclohexyl)carbamate